FC(C=1C(=C(C=CC1)[C@@H](C)NC1=NN(C(C=2C1=CN(C(C2)=O)[C@H]2[C@@H](C2)C=2C=NC=C(C2)F)=O)C)F)F 4-[[(1R)-1-[3-(difluoromethyl)-2-fluoro-phenyl]ethyl]amino]-6-[(1R,2S)-2-(5-fluoro-3-pyridinyl)cyclopropyl]-2-methyl-pyrido[3,4-d]pyridazine-1,7-dione